COC=1C=C(CN(C2=NC=C(C=C2)COCCOCCOCC2=CC(=CC=C2)OC)CC2=CC=C(C=C2)N2CCOCC2)C=CC1 N-(3-methoxybenzyl)-5-((2-(2-((3-methoxybenzyl)oxy)ethoxy)ethoxy)methyl)-N-(4-morpholinobenzyl)pyridin-2-amine